diethyl ((5-carbamoyl-3-formyl-7-(3-(methylsulfonyl)propoxy)benzo[b]thiophen-2-yl)difluoromethyl)phosphonate C(N)(=O)C1=CC2=C(SC(=C2C=O)C(F)(F)P(OCC)(OCC)=O)C(=C1)OCCCS(=O)(=O)C